NC1=NC(=C2N=CN(C2=N1)CC1=CC(=C(C=C1)[N+](=O)[O-])C)C1=CC=CC(=N1)C#N 6-[2-amino-9-[(3-methyl-4-nitro-phenyl)methyl]purin-6-yl]pyridine-2-carbonitrile